[I-].C(C)(=O)C=1C(=NC=CN1)C1=[NH+]C=CC=C1 2-(acetylpyrazinyl)pyridinium iodide